C(C)(C)(C)OC(=O)N[C@@H](CC1=C(C=C(C=C1)CCB(O)O)F)C(=O)OCC 2-{4-[(2S)-2-[(tert-Butoxycarbonyl)amino]-3-ethoxy-3-oxopropyl]-3-fluorophenyl}ethylboronic acid